3-Ethoxy-5-{6-[2-(6-fluoro-isoquinolin-7-yl)-ethylamino]-pyrimidin-4-yl}-thiophene C(C)OC1=CSC(=C1)C1=NC=NC(=C1)NCCC1=C(C=C2C=CN=CC2=C1)F